CC(C)(C#CC1=CC2=CC=CC=C2C=C1)O 2-methyl-4-(naphthalen-2-yl)but-3-yn-2-ol